(S)-8-(cyclopropylmethyl)-N-(1-(5-(7-methoxy-2-methylquinolin-6-yl)-1H-imidazol-2-yl)-7-oxononyl)-1-oxa-2,8-diazaspiro[4.5]dec-2-ene-3-carboxamide C1(CC1)CN1CCC2(CC(=NO2)C(=O)N[C@@H](CCCCCC(CC)=O)C=2NC(=CN2)C=2C=C3C=CC(=NC3=CC2OC)C)CC1